NC1=C(C=C(C=C1)N1CCC(CC1)(O)CC(=O)N1CCC(CC1)COC1=CC(=C2C(NC(=NC2=C1)CSC1CCOCC1)=O)F)F 7-((1-(2-(1-(4-amino-3-fluorophenyl)-4-hydroxypiperidin-4-yl)acetyl)piperidin-4-yl)methoxy)-5-fluoro-2-(((tetrahydro-2H-pyran-4-yl)thio)methyl)quinazolin-4(3H)-one